2-(butylsulfonamido)-3-(4-(4-(pyridin-4-yl)butoxy)phenyl)propanoic acid C(CCC)S(=O)(=O)NC(C(=O)O)CC1=CC=C(C=C1)OCCCCC1=CC=NC=C1